N1=CC=CC2=CC=CC(=C12)C=1C=CC=C2C=CC=NC12 8,8'-biquinoline